BrC1=CC=C(S1)C=1N(C(C2=C(N(C(C21)=O)CC(CCCCCCCCCC)CCCCCCCC)C=2SC(=CC2)Br)=O)CC(CCCCCCCCCC)CCCCCCCC 3,6-bis(5-bromothiophene-2-yl)-2,5-bis(2-octyldodecyl)pyrrolo[3,4-C]pyrrole-1,4(2H,5H)dione